N-(3-bromophenyl)-N-methyl-carbamic acid benzyl ester C(C1=CC=CC=C1)OC(N(C)C1=CC(=CC=C1)Br)=O